3-(4-nitrophenyl)-5-oxopiperazine-1-carboxylic acid tert-butyl ester C(C)(C)(C)OC(=O)N1CC(NC(C1)=O)C1=CC=C(C=C1)[N+](=O)[O-]